p-isocyanatomethylbenzoic acid chloride N(=C=O)CC1=CC=C(C(=O)Cl)C=C1